FC1=C(C=CC(=C1)C1=NNC(OC1)=O)C1=C(C=C(C=C1)F)C 5-(2,4'-Difluoro-2'-methyl-[1,1'-biphenyl]-4-yl)-3,6-dihydro-2H-1,3,4-oxadiazin-2-one